CC=1N=C(SC1C(=O)OCC)NC(CCNC(C1=CC(=CC=C1)N1CCCC1)=O)=O Ethyl 4-methyl-2-(3-(3-(pyrrolidin-1-yl)benzamido)propan-amido)thiazole-5-carboxylate